NC1=NC(=C(C=C1C1=CC=C2C(NC(=NC2=C1)C)=O)C1=CC=C(C=C1)[C@]12CN(C[C@@H]2C1)C)F 7-(2-amino-6-fluoro-5-(4-((1S,5R)-3-methyl-3-azabicyclo[3.1.0]hexan-1-yl)phenyl)pyridin-3-yl)-2-methylquinazolin-4(3H)-one